BrC1OC(C2=CC(=CC=C12)F)=O 3-bromo-6-fluoroisobenzofuran-1(3H)-one